α-D-Mannopyranosyl-(1→4)-α-L-rhamnopyranosyl-(1→3)-D-galactose [C@H]1([C@@H](O)[C@@H](O)[C@H](O)[C@H](O1)CO)O[C@@H]1[C@H]([C@H]([C@@H](O[C@H]1C)O[C@H]([C@H](C=O)O)[C@@H](O)[C@H](O)CO)O)O